C(CCCCCCCCCCC)(=O)N[C@@H](CCCNC(N)=N)C(=O)[O-] lauroyl-arginate